CC1=C(C=CC(=C1)C)NO (2,4-dimethylphenyl)hydroxylamine